(S)-pyrrolidine-3-carboxylic acid benzyl ester C(C1=CC=CC=C1)OC(=O)[C@@H]1CNCC1